(2S,4r)-1-[(2S)-2-(4-cyclopropyl-triazol-1-yl)-3,3-dimethyl-butyryl]-N-[2-[4-(3-ethyl-1,2,4-oxadiazol-5-yl)phenyl]ethyl]-4-hydroxy-pyrrolidine-2-carboxamide C1(CC1)C=1N=NN(C1)[C@H](C(=O)N1[C@@H](C[C@H](C1)O)C(=O)NCCC1=CC=C(C=C1)C1=NC(=NO1)CC)C(C)(C)C